Cl.FC1=C(C=CC(=C1F)OC)C1=CN=C2N1C=CN=C2NC2=CC(=C(C(=O)NC[C@@H]1CNC[C@@H]1O)C=C2)CC 4-((3-(2,3-difluoro-4-methoxyphenyl)imidazo[1,2-a]pyrazin-8-yl)amino)-2-ethyl-N-(((3S,4R)-4-hydroxypyrrolidin-3-yl)methyl)benzamide hydrochloride